2-arachidoyl-1-palmitoyl-sn-glycerol C(CCCCCCCCCCCCCCCCCCC)(=O)O[C@H](COC(CCCCCCCCCCCCCCC)=O)CO